3-(pyridin-3-yl)benzoic acid methyl ester COC(C1=CC(=CC=C1)C=1C=NC=CC1)=O